O=C1N(CC(N(C1)CC(=O)N(CC=1SC=CC1)CC=1SC=CC1)=O)CC(=O)N(CC=1SC=CC1)CC=1SC=CC1 2,2'-(2,5-dioxopiperazine-1,4-diyl)bis(N,N-bis(thiophen-2-ylmethyl)acetamide)